(7S)-7-tert-butyl-N-[(1R)-1-[4-(3-fluoro-5-hydroxy-2-pyridyl)phenyl]-3-(4-hydroxypiperidin-1-ium-1-yl)propyl]-5,6,7,8-tetrahydrothiazolo[5,4-b]quinoline-2-carboxamide C(C)(C)(C)[C@@H]1CC=2C=C3C(=NC2CC1)SC(=N3)C(=O)N[C@H](CC[NH+]3CCC(CC3)O)C3=CC=C(C=C3)C3=NC=C(C=C3F)O